COCCOC1=CC=C(C=C1)C1C(NC(N1)=O)=O 5-[4-(2-methoxy-ethoxy)-phenyl]-imidazolidine-2,4-dione